CN1C=C(C=2C(N(C=C(C21)C)C)=O)C(=O)N2CC1=CC=C(C=C1CC2)C 1,5,7-trimethyl-3-((6-methyl-3,4-dihydroisoquinolin-2(1H)-yl)carbonyl)-1,5-dihydro-4H-pyrrolo[3,2-c]pyridin-4-one